Ethyl 2-{[3-chloro-4-(1-hydroxy-2-methylpropan-2-yl)phenyl]amino}-4-{[(1S)-2-hydroxy-1-phenylethyl]amino}pyrimidine-5-carboxylate ClC=1C=C(C=CC1C(CO)(C)C)NC1=NC=C(C(=N1)N[C@H](CO)C1=CC=CC=C1)C(=O)OCC